FC=1C=C2C=NN(C2=C(C1O)F)C1=CC=C(C=C1)N1CC(C1)(C)OC 5,7-Difluoro-1-(4-(3-methoxy-3-methylazetidin-1-yl)phenyl)-1H-indazol-6-ol